((cyclopentadienyl(2,7-di-tert-butyl-fluorenyl)silanediyl)bis(4,1-phenylene))bis(triethylsilane) hafnium [Hf].C1(C=CC=C1)[Si](C1=CC=C(C=C1)[Si](CC)(CC)CC)(C1=CC=C(C=C1)[Si](CC)(CC)CC)C1=C(C=CC=2C3=CC=C(C=C3CC12)C(C)(C)C)C(C)(C)C